C(C1=CC=CC=C1)=NC1=C(C=CC(=C1)C(C)(C)C)O 2-(benzylideneamino)-4-(tert-butyl)phenol